NC1(CCN(CC1)C=1C2=C(N=CN1)NC=C2)C(=O)N[C@H](C)C2=CC=C(C=C2)Br 4-amino-N-[(1R)-1-(4-bromophenyl)ethyl]-1-(7H-pyrrolo[2,3-d]pyrimidin-4-yl)piperidine-4-carboxamide